CN1C=NC(=C1SC1=NN=C2N1C1=C(C(N2CCC)=O)SC(=C1)C)S(=O)(=O)N 1-Methyl-5-((7-methyl-5-oxo-4-propyl-4,5-dihydrothieno[2,3-e][1,2,4]triazolo[4,3-a]pyrimidin-1-yl)thio)-1H-imidazole-4-sulfonamide